N-methyl-3-[2-(morpholin-4-yl)-8-(1H-pyrazol-5-yl)-1,7-naphthyridin-4-yl]benzamide CNC(C1=CC(=CC=C1)C1=CC(=NC2=C(N=CC=C12)C1=CC=NN1)N1CCOCC1)=O